C(C)(C)[C@H]1CC[C@H](CC1)OC[C@@H]1NCCC[C@@H]1NS(=O)(=O)C N-(cis-2-(((cis-4-isopropylcyclohexyl)oxy)methyl)-piperidin-3-yl)methanesulfonamide